ClC1=CN=CC(=N1)CC=1N(C=2C(=C3CC[C@@H](N(C3=CC2)C(=O)OC)C)N1)C1CCCCC1 (1R,3R)-3-((S)-2-((6-Chloropyrazin-2-yl)methyl)-6-(methoxycarbonyl)-7-methyl-6,7,8,9-tetrahydro-3H-imidazo[4,5-f]chinolin-3-yl)cyclohexan